Methyl 3-amino-2-(6-(5-chloro-1-methyl-1H-imidazol-4-yl)-2,3-difluorophenyl)imidazo[1,2-a]pyridine-7-carboxylate NC1=C(N=C2N1C=CC(=C2)C(=O)OC)C2=C(C(=CC=C2C=2N=CN(C2Cl)C)F)F